FC1=C(C=CC=C1)COC=1C=CC2=C(C(=C(S2)C)C(=O)N[C@H](C(=O)N)C)C1 (2S)-2-({5-[(2-fluorophenyl)methoxy]-2-methyl-1-benzothiophen-3-yl}formamido)propanamide